(2R)-7-amino-2-methyl-4-[(1S)-1-[6-(trifluoromethyl)pyridin-2-yl]ethyl]-2H-1,4-benzoxazin-3-one NC1=CC2=C(N(C([C@H](O2)C)=O)[C@@H](C)C2=NC(=CC=C2)C(F)(F)F)C=C1